2-pyrazinamine N1=C(C=NC=C1)N